ClC1=CC=C2C(=C(NC2=C1C=1C(=NN(C1C)C)[C@@H](CCN1CCOCC1)NC)C(=O)OCC)CCCOC1=CC=CC2=CC(=CC=C12)F |r| (rac)-ethyl 6-chloro-7-(1,5-dimethyl-3-(1-(rac)-(methylamino)-3-morpholinopropyl)-1H-pyrazol-4-yl)-3-(3-((6-fluoronaphthalen-1-yl)oxy)propyl)-1H-indole-2-carboxylate